Cl.FC1=C(C=CC(=C1)C(F)(F)F)CN (2-fluoro-4-(trifluoromethyl)phenyl)methylamine hydrochloride